tris(N,N-bis(trimethylsilyl)amide) neodymium (III) [Nd+3].C[Si]([N-][Si](C)(C)C)(C)C.C[Si]([N-][Si](C)(C)C)(C)C.C[Si]([N-][Si](C)(C)C)(C)C